N-carbobenzoxy-O-tert-butyl-L-seryl-glycine benzyl ester C(C1=CC=CC=C1)OC(CNC([C@@H](NC(=O)OCC1=CC=CC=C1)COC(C)(C)C)=O)=O